(3R,4R)-1-cyclohexyl-4-{[5-(2,4-difluoro-phenyl)-isoxazole-3-carbonyl]-amino}-piperidine-3-carboxylic acid ((R)-1-pyridin-2-yl-ethyl)-amide N1=C(C=CC=C1)[C@@H](C)NC(=O)[C@@H]1CN(CC[C@H]1NC(=O)C1=NOC(=C1)C1=C(C=C(C=C1)F)F)C1CCCCC1